C(C1=CC=CC=C1)(=O)N[C@@](C(=O)O)(CCCC)C (R)-2-benzamido-2-methylhexanoic acid